N-(2-(2-(2-aminoethoxy)ethoxy)ethyl)-4-(((3R,4R)-1-(2-cyanoacetyl)-4-methylpiperidin-3-yl)(methyl)amino)-7H-pyrrolo[2,3-d]pyrimidine-7-carboxamide NCCOCCOCCNC(=O)N1C=CC2=C1N=CN=C2N(C)[C@H]2CN(CC[C@H]2C)C(CC#N)=O